3,3-difluoro-N-((6-(trifluoro-methyl)pyridazin-3-yl)methyl)-cyclobutan-1-amine FC1(CC(C1)NCC=1N=NC(=CC1)C(F)(F)F)F